Bis(2-methoxy-1-naphthyl)-4-ethoxyphenylphosphin oxid COC1=C(C2=CC=CC=C2C=C1)P(C1=CC=C(C=C1)OCC)(C1=C(C=CC2=CC=CC=C12)OC)=O